C(C)OC(=O)C1C2C=CC(C1N1C=C(C3=C1N=C(N=C3)C3=CN(C1=NC=C(C=C13)Cl)S(=O)(=O)C1=CC=C(C)C=C1)F)CC2 3-(2-(5-chloro-1-p-toluenesulfonyl-1H-pyrrolo[2,3-b]pyridin-3-yl)-5-fluoro-7H-pyrrolo[2,3-d]pyrimidin-7-yl)bicyclo[2.2.2]oct-5-ene-2-carboxylic acid ethyl ester